N-(3-aminopropyl)-4-((9-chloro-7-(2-fluoro-6-methoxyphenyl)-5H-benzo[c]pyrimido[4,5-e]azepin-2-yl)amino)-2-methoxybenzamide hydrochloride Cl.NCCCNC(C1=C(C=C(C=C1)NC=1N=CC2=C(C3=C(C(=NC2)C2=C(C=CC=C2OC)F)C=C(C=C3)Cl)N1)OC)=O